FC1=CC(=NC=C1)C=1N=C(C2=C(N1)CCC2)N(CC(=O)NC=2C=NC(=CC2)OC)C 2-((2-(4-fluoropyridin-2-yl)-6,7-dihydro-5H-cyclopenta[d]pyrimidin-4-yl)(methyl)amino)-N-(6-methoxypyridin-3-yl)acetamide